tert-butyldiphenyl{[3-(prop-2-en-1-yl)oxetan-3-yl]oxy}silane C(C)(C)(C)[Si](OC1(COC1)CC=C)(C1=CC=CC=C1)C1=CC=CC=C1